C(C)#N Ethanonitrile